NC1=CC(=C(C#N)C=C1C(C)CC)F 4-amino-5-(butan-2-yl)-2-fluorobenzonitrile